7-((3-((3R,5R)-5-(4-chlorophenyl)tetrahydro-furan-3-yl)-1,2,4-oxadiazol-5-yl)methyl)-4-methyl-2H-pyrimido[1,6-a]pyrimidine-2,6(7H)-dione ClC1=CC=C(C=C1)[C@H]1C[C@@H](CO1)C1=NOC(=N1)CN1C(N2C(=NC(C=C2C)=O)C=C1)=O